BrC1=C(N)C(=CC(=C1F)Br)C(F)F 2,4-dibromo-6-(difluoromethyl)-3-fluoroaniline